C(C)(C)(C)C1=NN(C(=C1)NC(=O)NC1=C(C=C(C=C1)OC1=CC=NC=2NC(C=NC21)=O)SCC)C2=CC=CC=C2 1-(3-(tert-butyl)-1-phenyl-1H-pyrazol-5-yl)-3-(2-(ethylthio)-4-((3-oxo-3,4-dihydropyrido[2,3-b]pyrazin-8-yl)oxy)phenyl)urea